thiophene tert-butyl-N-[5-[(2-amino-3-nitro-4-pyridyl)oxy]-2-fluoro-phenyl]carbamate C(C)(C)(C)OC(NC1=C(C=CC(=C1)OC1=C(C(=NC=C1)N)[N+](=O)[O-])F)=O.S1C=CC=C1